CC1(CCCN1C2=NN3C=CC=C3C(=N2)NC4=NNC(=C4)C5CC5)C(=O)NC6=CN=C(C=C6)F (2S)-1-[4-[(5-cyclopropyl-1H-pyrazol-3-yl)amino]pyrrolo[2,1-f][1,2,4]triazin-2-yl]-N-(6-fluoropyridin-3-yl)-2-methylpyrrolidine-2-carboxamide